ammonium hexyl-ammonium C(CCCCC)[NH3+].[NH4+]